FC1=CC=C(C(=C1C(C)O)C)C (6-fluoro-2,3-dimethylphenyl)ethan-1-ol